C(C\C=C/CC)OC=C(CCCCCCCCC)C 1-(((Z)-hex-3-en-1-yl)oxy)-2-methylundec-1-ene